N-[4-(1-{[6-(propan-2-yl)pyridin-3-yl]carbonyl}piperidin-4-yl)butyl]imidazo[1,2-a]pyridine-6-carboxamide CC(C)C1=CC=C(C=N1)C(=O)N1CCC(CC1)CCCCNC(=O)C=1C=CC=2N(C1)C=CN2